(rac)-6'-methyl-2'-(quinolin-3-yl)-5',6'-dihydrospiro[azetidine-3,4'-pyrrolo[1,2-b]pyrazole] C[C@@H]1CC2(C=3N1N=C(C3)C=3C=NC1=CC=CC=C1C3)CNC2 |r|